cadmium-tin [Sn].[Cd]